(S)-2-(4-(4-fluoropyridin-2-yl)-2-methylpiperazin-1-yl)-5-nitropyrimidine FC1=CC(=NC=C1)N1C[C@@H](N(CC1)C1=NC=C(C=N1)[N+](=O)[O-])C